Cl.FC(C)(F)C1CNCC1 3-(1,1-difluoroethyl)pyrrolidine hydrochloride